5-chloro-1'-[2-(4-methanesulfonyl-phenoxy)ethyl]-1-(2-methoxyethyl)-1,2-dihydrospiro[indole-3,4'-piperidin]-2-one ClC=1C=C2C(=CC1)N(C(C21CCN(CC1)CCOC1=CC=C(C=C1)S(=O)(=O)C)=O)CCOC